C(C)OC(=O)C1=CC(=NN1C1=CC=C(C=C1)CN1C2=NC(=NC=C2NC1=O)C1=C(C=CC=C1)C1CC1)C 1-(4-((2-(2-cyclopropylphenyl)-8-oxo-7,8-dihydro-9H-purin-9-yl)methyl)phenyl)-3-methyl-1H-pyrazole-5-carboxylic acid ethyl ester